CC(=O)C=CC=C(C(=O)O)O The molecule is an alpha,beta-unsaturated monocarboxylic acid that is 2,4-heptadienoic acid substituted by hydroxy and oxo groups at positions 2 and 6 respectively. It has a role as a bacterial xenobiotic metabolite. It is an alpha,beta-unsaturated monocarboxylic acid, a hydroxy monocarboxylic acid, an oxo monocarboxylic acid and an enone. It is a conjugate acid of a 2-hydroxy-6-oxo-2,4-heptadienoate.